C(C)(C)(C)NC(=O)C1=C(C(=CC=2N1N=CC2)Cl)NC(=O)C2=CC(=NN2C2=NC=CC=C2Cl)OC N-(tert-Butyl)-5-chloro-6-(1-(3-chloropyridin-2-yl)-3-methoxy-1H-pyrazol-5-carboxamido)pyrazolo[1,5-a]pyridin-7-carboxamid